The molecule is a branched amino hexasaccharide comprising a linear tetrasaccharide chain of N-acetyl-beta-D-glucosamine, beta-D-galactose, N-acetyl-beta-D-glucosamine and N-acetyl-alpha-D-galactosamine residues linked sequentially (1->3), (1->4) and (1->6), to the reducing-end N-acetyl-beta-D-glucosamine residue is also linked (1->3) an N-acetyl-beta-D-glucosaminyl-(1->3)-beta-D-galactosyl disaccharide unit. It is an amino hexasaccharide, a galactosamine oligosaccharide and a glucosamine oligosaccharide. CC(=O)N[C@@H]1[C@H]([C@@H]([C@H](O[C@H]1O[C@H]2[C@H]([C@H](O[C@H]([C@@H]2O)O[C@@H]3[C@H](O[C@H]([C@@H]([C@H]3O)NC(=O)C)OC[C@@H]4[C@@H]([C@@H]([C@H]([C@H](O4)O)NC(=O)C)O[C@H]5[C@@H]([C@H]([C@H]([C@H](O5)CO)O)O[C@H]6[C@@H]([C@H]([C@@H]([C@H](O6)CO)O)O)NC(=O)C)O)O)CO)CO)O)CO)O)O